(1,2-dioleoyl)-sn-glycero-3-phosphocholine C(CCCCCCC\C=C/CCCCCCCC)(=O)OC[C@@H](OC(CCCCCCC\C=C/CCCCCCCC)=O)COP(=O)([O-])OCC[N+](C)(C)C